5-((3-(4-chlorobenzyl)-4-oxo-3,5,7,8-tetrahydropyrido[3,4-d]pyridazin-6(4H)-yl)methyl)isophthalonitrile ClC1=CC=C(CN2N=CC3=C(C2=O)CN(CC3)CC=3C=C(C=C(C#N)C3)C#N)C=C1